CC1=CNC2=NC=C(C=C21)C=2C=C1CCN(CC1=C(C2)[C@H]2N(CCC2)C(=O)OC(C)(C)C)C([C@@](C(F)(F)F)(C)O)=O tert-butyl (S)-2-(6-(3-methyl-1H-pyrrolo[2,3-b]pyridin-5-yl)-2-((R)-3,3,3-trifluoro-2-hydroxy-2-methylpropanoyl)-1,2,3,4-tetrahydroisoquinolin-8-yl)pyrrolidine-1-carboxylate